BrC=1C=CC(=NC1F)N1C[C@H](CC1)C(=O)OC Methyl (3S)-1-(5-bromo-6-fluoropyridin-2-yl)pyrrolidine-3-carboxylate